1,4-dibromo-2-methoxybenzene BrC1=C(C=C(C=C1)Br)OC